3-(4,4,5,5-tetramethyl-1,3,2-dioxaborolan-2-yl)picolinonitrile CC1(OB(OC1(C)C)C=1C(=NC=CC1)C#N)C